6-chloro-N4-methyl-2-(trifluoromethyl)pyridine-3,4-diamine ClC1=CC(=C(C(=N1)C(F)(F)F)N)NC